C(C)OC(\C=C\C(\C1=C(C=CC=C1)F)=N/OC(C)=O)=O (2E,4E)-4-(acetoxyimino)-4-(o-fluorophenyl)but-2-enoic acid ethyl ester